benzyl allyl(4-(2-aminoethyl)benzyl)carbamate C(C=C)N(C(OCC1=CC=CC=C1)=O)CC1=CC=C(C=C1)CCN